FC=1C=C(C=C(C1F)N1CCNCC1)C=1C=C2C(=NC1)NC=C2C2=CC=C1C(CC3(CCNCC3)C1=C2)=O 6-(5-(3,4-difluoro-5-(piperazin-1-yl)phenyl)-1H-pyrrolo[2,3-b]pyridin-3-yl)spiro[indene-1,4'-piperidin]-3(2H)-one